5-chloro-8-[4-(trifluoromethyl)phenyl]pyrido[3,4-b]pyrazine ClC1=NC=C(C=2C1=NC=CN2)C2=CC=C(C=C2)C(F)(F)F